(R)-3-amino-6-(3-(5-(3-hydroxy-1-methyl-2-oxopyrrolidin-3-yl)isoxazol-3-yl)phenyl)-4-methylpyridinecarboxylic acid methyl ester COC(=O)C1=NC(=CC(=C1N)C)C1=CC(=CC=C1)C1=NOC(=C1)[C@]1(C(N(CC1)C)=O)O